ClC1=C(C=CC(=C1)F)C1(CC1)C(=NO)N 1-(2-chloro-4-fluoro-phenyl)-N'-hydroxy-cyclopropanecarboxamidine